tetrabutyl-lauric acid C(CCC)C(C(C(=O)O)(CCCC)CCCC)(CCCCCCCCC)CCCC